C(C)(C)(C)OC(=O)NC=1N=C(C2=C(C(=CC=C2C1)F)CCCO[C@H]1CN(CCCC1)C(=O)OC(C)(C)C)OS(=O)(=O)C(F)(F)F tert-butyl (R)-3-(3-(3-((tert-butoxycarbonyl)amino)-7-fluoro-1-(((trifluoromethyl)sulfonyl)oxy)isoquinolin-8-yl)propoxy)azepane-1-carboxylate